methyltributyltin maleate C(\C=C/C(=O)O)(=O)O.C[Sn](CCCC)(CCCC)CCCC